BrC(=CCCCCCCCC)Br dibromodecene